BrC1=NN(C2=NC=NC=C21)[C@H]2CN(CCC2)C(=O)OC(C)(C)C tert-butyl (R)-3-(3-bromo-1H-pyrazolo[3,4-d]pyrimidin-1-yl)piperidine-1-carboxylate